C1(CCC1)N1C(=NC2=NC(=NC(=C12)N1C[C@](CCC1)(C)O)OCC12CCCN2CCC1)C(=O)C1=CC(=CC2=CC=C(C(=C12)C#C)F)O {7-Cyclobutyl-6-[(3R)-3-hydroxy-3-methylpiperidin-1-yl]-2-[(tetrahydro-1H-pyrrolizin-7a(5H)-yl)methoxy]-7H-purin-8-yl}(8-ethynyl-7-fluoro-3-hydroxynaphthalen-1-yl)methanone